methyl 2-amino-4-(2-(((benzyloxy)carbonyl)amino)-3-cyano-5,7-difluorobenzo[b]thiophen-4-yl)-3-fluorobenzoate NC1=C(C(=O)OC)C=CC(=C1F)C1=C(C=C(C=2SC(=C(C21)C#N)NC(=O)OCC2=CC=CC=C2)F)F